(±)-cis-Ethyl 2-(6-aminopyridin-2-yl)cyclopropanecarboxylate NC1=CC=CC(=N1)[C@@H]1[C@@H](C1)C(=O)OCC |r|